ClC1=CC=C2C(=C1)C(N(C(C21CCNCC1)=O)CC=1NCCN1)C1CCC(CC1)C(C)C 7-chloro-2-((4,5-dihydro-1H-imidazol-2-yl)methyl)-1-((1s,4s)-4-isopropylcyclohexyl)-1,2-dihydro-3H-spiro[isoquinoline-4,4-piperidin]-3-one